(2-Hydroxyethyl)-4-(2-((2Z,5Z,8Z)-tetradeca-2,5,8-trien-1-yl)phenyl)butanamide OCCC(C(=O)N)CCC1=C(C=CC=C1)C\C=C/C\C=C/C\C=C/CCCCC